BrC=1C=NN(C1)C1CC(C1)(O)C (1s,3s)-3-(4-bromo-1H-pyrazol-1-yl)-1-methylcyclobutan-1-ol